2-(4-chlorophenylamino)-4-(4-tert-butylaminopiperidin-1-yl)-8-methoxyquinoline Hydrochloride Salt Cl.ClC1=CC=C(C=C1)NC1=NC2=C(C=CC=C2C(=C1)N1CCC(CC1)NC(C)(C)C)OC